OC(C(=O)C1=C(C=CC=C1)NC(C)C=1C=C(C=C2C(N(C(=NC12)N1CCOCC1)C)=O)C)(C)C 8-(1-((2-(2-hydroxy-2-methylpropanoyl)phenyl)amino)ethyl)-3,6-dimethyl-2-morpholinoquinazolin-4(3H)-one